B([O-])([O-])[O-].[O+2].[Eu+3].[Ca+2] calcium europium oxygen borate